3-Cyclopropyl-6-(3,4-dichlorophenyl)-N-[3-(4-fluorophenyl)-1-methylazetidin-3-yl]-4-oxo-4,5-dihydropyrazolo[1,5-a]pyrazine-2-carboxamide C1(CC1)C=1C(=NN2C1C(NC(=C2)C2=CC(=C(C=C2)Cl)Cl)=O)C(=O)NC2(CN(C2)C)C2=CC=C(C=C2)F